racemic-ketoprofen vinyl ester C(=C)OC(=O)[C@H](C)C1=CC(C(=O)C2=CC=CC=C2)=CC=C1 |r|